C(C)(=O)C1=CC=C(C(=O)OC2CN(C2)C=2N=C(C3=C(N2)CC[S+]3[O-])N(C3CCOCC3)C)C=C1 [1-[4-[methyl(tetrahydropyran-4-yl)amino]-5-oxido-6,7-dihydro-thieno[3,2-d]pyrimidin-5-ium-2-yl]azetidin-3-yl] 4-acetylbenzoate